3-(3-{5-[di(tert-butyl)(fluoro)silyl]-4-methoxy-2-pyridyl}ureido)propanamide C(C)(C)(C)[Si](C=1C(=CC(=NC1)NC(NCCC(=O)N)=O)OC)(F)C(C)(C)C